1-(4'-butyl-[1,1'-biphenyl]-4-yl)ethan-1-one C(CCC)C1=CC=C(C=C1)C1=CC=C(C=C1)C(C)=O